4-(4-(2-(6-(bis(4-methoxybenzyl)amino)-2-butoxy-5-nitropyrimidin-4-yl)ethyl)-3-methoxybenzyl)piperazine-1-carboxylic acid tert-butyl ester C(C)(C)(C)OC(=O)N1CCN(CC1)CC1=CC(=C(C=C1)CCC1=NC(=NC(=C1[N+](=O)[O-])N(CC1=CC=C(C=C1)OC)CC1=CC=C(C=C1)OC)OCCCC)OC